2-(N-Methylmethylsulfonamido)benzoyl chloride CN(S(=O)(=O)C)C1=C(C(=O)Cl)C=CC=C1